2-Methylisoborneol CC1(C2CCC1(C(C2)(C)O)C)C